C(C)(C)(C)C1=CC2=C(OP(OC3=C2C=C(C=C3C(C)(C)C)C(C)(C)C)OCCCC3=CC(=C(C(=C3)C)O)C(C)(C)C)C(=C1)C(C)(C)C.[O].[Pr] praseodymium oxygen 4-[3-(2,4,8,10-tetra-tert-butyl-6,7-dihydro-5,7-dioxa-6-phospha-5H-dibenzo[a,c]cyclohepten-6-yloxy)propyl]-2-tert-butyl-6-methylphenol